C(C)(=O)O[C@@H]1COC2=C1C=C(C=C2S(NC2=C(C(=C(C=C2)F)C=2C=C1C=NC(=NC1=C(C2)F)NC2CCNCC2)F)(=O)=O)Cl (3S)-5-chloro-7-({2,4-difluoro-3-[8-fluoro-2-(piperidin-4-ylamino) quinazolin-6-yl]phenyl}sulfamoyl)-2,3-dihydro-1-benzofuran-3-yl acetate